CC1=C(C=CC(=C1)C1(CC(=C(C2=CC=CC=C12)N)\N=N\[H])C(=O)O)C1=C(C=C(C=C1)C1(CC(=C(C2=CC=CC=C12)N)\N=N\[H])C(=O)O)C 1,1'-(2,2'-dimethyl[1,1'-biphenyl]-4,4'-diyl)bis{4-amino-3-[(E)-diazenyl]naphthalene-1-carboxylic acid}